ClC[C@H](COC1=C(C=C(C=C1)C(C)(C)C1=CC(=C(C=C1)OC[C@@H](COC)O)Cl)Cl)O (S)-1-chloro-3-(2-chloro-4-(2-(3-chloro-4-((R)-2-hydroxy-3-methoxypropoxy)phenyl)propan-2-yl)phenoxy)propan-2-ol